6-bromo-2-(tetrahydro-2H-pyran-4-yl)-1-(2-(2,2,2-trifluoroethoxy)ethyl)-1H-benzo[d]imidazole BrC=1C=CC2=C(N(C(=N2)C2CCOCC2)CCOCC(F)(F)F)C1